C(#N)C1=NC=C(C2=C1NC=1CCCCC21)C2=CCCN(C2)C(=O)OC(C)(C)C tert-butyl 5-(1-cyano-6,7,8,9-tetrahydro-5H-pyrido[3,4-b]indol-4-yl)-3,6-dihydropyridine-1(2H)-carboxylate